C(#N)C1=C(C=CC=C1)CN1CC=C2N1CC[C@H](C(N2C)=O)C2=NC(=NN2)C(=O)NC2CC2 1-[(2-cyanophenyl)methyl]-N-(6S)-2-cyclopropyl-4-methyl-5-oxo-7,8-dihydro-6H-pyrazolo[1,5-a][1,3]diazepin-6-yl-1,2,4-triazole-3-carboxamide